2-(4-fluorophenyl)-2-(4,4-bis(4-methoxyphenyl)-1,3-butadienyl)-1,3-dithiane FC1=CC=C(C=C1)C1(SCCCS1)C=CC=C(C1=CC=C(C=C1)OC)C1=CC=C(C=C1)OC